C(CCOCCCOCCCOCCCOCCCOCCCCCCC)O 4,8,12,16,20-pentaoxaheptacosanol